C(C1=CC=CC=C1)SC(C1=CC(=C(C(=C1)C(C)(C)C)O)C(C)(C)C)C1=CC=CC=C1 4-((benzylthio)(phenyl)methyl)-2,6-bis-tert-butylphenol